7,7'-dodecylidene-di-1,5,7-tri-azabicyclo[4.4.0]dec-5-ene C(CCCCCCCCCCC)(N1C2=NCCCN2CCC1)N1C2=NCCCN2CCC1